[C@H]12CN(C[C@H](CC1)N2)C=2C1=C(N=C(N2)OC[C@H]2N(CCC2)C)C(N(C(=C1)C(F)(F)F)C1=CC(=CC2=CC=C(C(=C12)F)F)O)=O 4-((1R,5S)-3,8-Diazabicyclo[3.2.1]octan-3-yl)-7-(7,8-difluoro-3-hydroxynaphthalen-1-yl)-2-(((S)-1-methylpyrrolidin-2-yl)methoxy)-6-(trifluoromethyl)pyrido[3,4-d]pyrimidin-8(7H)-one